Cl.Cl.CNC1(CC1)C1=CC=C(C=N1)C(=O)OC methyl 6-[1-(methylamino)cyclopropyl]pyridine-3-carboxylate dihydrochloride